CC1=CC=C(C=C1)S(=O)(=O)O.CC1=CC=C(C=C1)S(=O)(=O)O.CN1C=C(CCN)N=C1 1-methylhistamine di-p-toluenesulfonate